N-(2,5-dichloropyrimidin-4-yl)-4-fluoroindol-7-amine ClC1=NC=C(C(=N1)NC=1C=CC(=C2C=CNC12)F)Cl